CN(C1=NC=NC2=CC=C(C=C12)C#N)[C@H]1CNCC1 4-(methyl-((R)-pyrrolidin-3-yl)amino)quinazoline-6-carbonitrile